1-((3-azabicyclo[3.1.1]heptan-6-yl)methyl)piperidin C12CNCC(C1CN1CCCCC1)C2